ClC1=CC=C(C(=N1)C)O[C@H](C)C=1C=C(C=C2C(C(=C(OC12)SCC)C)=O)C 8-[(1R)-1-[(6-Chloro-2-methyl-3-pyridyl)oxy]ethyl]-2-ethylsulfanyl-3,6-dimethyl-chromen-4-one